tris(5-methyl-2-pyridylmethyl)amine CC=1C=CC(=NC1)CN(CC1=NC=C(C=C1)C)CC1=NC=C(C=C1)C